OC=1C=CC=2C3(C4=CC=C(C=C4OC2C1)O)OC(C1=CC(=CC=C13)N=C=S)=O 3',6'-dihydroxy-5-isothiocyanato-3H-spiro[isobenzofuran-1,9'-xanthen]-3-one